C1=C(C=CC2=CC=CC=C12)C1=NN(C=C1\C=C/C(=O)N[C@@H](CC1=CNC2=CC=CC=C12)C(=O)O)C1=C(C=CC=C1)C (Z)-(3-(3-(2-naphthyl)-1-(o-tolyl)-1H-pyrazol-4-yl)acryloyl)-L-tryptophan